C(C)(C)C1=CC=C(C(=C1)C(C)C)O 4,6-diisopropyl-phenol